Cl.ClC=1N=C(N2N=C(N=CC21)N[C@H]2[C@@H](CNCC2)F)CC(C)C (3R,4R)-N-[5-chloro-7-(2-methylpropyl)imidazo[4,3-f][1,2,4]triazin-2-yl]-3-fluoropiperidin-4-amine hydrochloride